(S)-6-((2-oxa-6-azaspiro[3.3]heptan-6-yl)methyl)-N-(3-(1-((2-ethyl-2H-pyrazolo[3,4-b]pyrazin-6-yl)amino)ethyl)phenyl)-5-fluoronicotinamide C1OCC12CN(C2)CC2=NC=C(C(=O)NC1=CC(=CC=C1)[C@H](C)NC=1C=NC=3C(N1)=NN(C3)CC)C=C2F